5'-O-(4,4'-dimethoxytrityl)-3'-O-((1-(5-((4-(4-[(2-cyanoethyl)(N,N-diisopropylamino)phosphino]oxybutyl)-1H-1,2,3-triazol-1-yl)methyl)-2-nitrophenyl)ethoxy)methyl)thymidine COC1=CC=C(C(C2=CC=C(C=C2)OC)(C2=CC=CC=C2)OC[C@@H]2[C@H](C[C@@H](O2)N2C(=O)NC(=O)C(C)=C2)OCOC(C)C2=C(C=CC(=C2)CN2N=NC(=C2)CCCCOP(N(C(C)C)C(C)C)CCC#N)[N+](=O)[O-])C=C1